4-(diacetoxyiodo)toluene C(C)(=O)OI(C1=CC=C(C)C=C1)OC(C)=O